C(N)(=O)C=1C(=NC(=CN1)N1CCCCC1)NC=1C=C2CCN(CC2=CC1)C(=O)OC(C)(C)C tert-butyl 6-((3-carbamoyl-6-(piperidin-1-yl)pyrazin-2-yl)amino)-3,4-dihydroisoquinoline-2(1H)-carboxylate